C(C)C=1C=NC2=CC(=CN=C2C1)CO 3-ethyl-7-(hydroxymethyl)-1,5-naphthyridine